8-bromo-2-trifluoromethyl-2H-benzopyran-3-carboxylic acid methyl ester COC(=O)C=1C(OC2=C(C1)C=CC=C2Br)C(F)(F)F